FC=1C(=NC=NC1N1C(COCC1)C1=NC=C(C=C1)C(F)(F)F)NCC1CCN(CC1)C(C(=O)N)(C)C 2-(4-(((5-fluoro-6-(3-(5-(trifluoromethyl)pyridin-2-yl)morpholino)pyrimidin-4-yl)amino)methyl)piperidin-1-yl)-2-methylpropanamide